[4-(5-chlorooxazolo[4,5-b]pyridin-2-yl)piperazin-1-yl]-[5-methoxy-6-[[1-(trifluoromethyl)cyclopropyl]methoxy]-3-pyridyl]methanone ClC1=CC=C2C(=N1)N=C(O2)N2CCN(CC2)C(=O)C=2C=NC(=C(C2)OC)OCC2(CC2)C(F)(F)F